C(#N)C1(CC1)NS(=O)(=O)C=1C=C(C=2N(C1)C(=NC2)C=2SC(=NN2)C(F)(F)F)N2CCN(CC2)C(=O)C2OCC2 N-(1-cyanocyclopropyl)-8-(4-(oxetane-2-carbonyl)piperazin-1-yl)-3-(5-(trifluoromethyl)-1,3,4-thiadiazol-2-yl)imidazo[1,5-a]pyridine-6-sulfonamide